C1CCC(CC1)OC(=O)C2=CC=CC=C2C(=O)O The molecule is a phthalic acid monoester resulting from the formal condensation of one of the carboxy groups of phthalic acid with cyclohexanol. It is a metabolite of the commonly used plasticiser dicyclohexyl phthalate. It has a role as a xenobiotic metabolite. It derives from a cyclohexanol.